C(C)C1=NC(=C(C(=N1)C1(CC=CC=C1)OC)CC)C#N (2S,5R)-2,5-diethyl-4-(1-methoxyphenyl)pyrimidin-6-carbonitrile